3-(cyclopropylcarbamoyl)benzyl (2-(((1R,2R)-2-((tert-butyldimethylsilyl)-oxy)cyclohexyl)amino)-2-oxoethyl)(methyl)carbamate [Si](C)(C)(C(C)(C)C)O[C@H]1[C@@H](CCCC1)NC(CN(C(OCC1=CC(=CC=C1)C(NC1CC1)=O)=O)C)=O